[4-[[2-(1,1-Difluoroethyl)-5-methyl[1,2,4]triazolo[1,5-a]pyrimidin-7-yl]amino]phenyl]pentafluorosulfur FC(C)(F)C1=NN2C(N=C(C=C2NC2=CC=C(C=C2)S(F)(F)(F)(F)F)C)=N1